C12CNCC(CC1)N2C2=CC=C1C(=N2)CN(C1)C(CC1CCC(CC1)(F)F)=O 1-(2-(3,8-diazabicyclo[3.2.1]oct-8-yl)-5,7-dihydro-6H-pyrrolo[3,4-b]pyridin-6-yl)-2-(4,4-difluorocyclohexyl)ethan-1-one